9-(2-naphthyl)-9H-carbazole-3-boronic acid C1=C(C=CC2=CC=CC=C12)N1C2=CC=CC=C2C=2C=C(C=CC12)B(O)O